(7R,14S)-1-(difluoromethoxy)-6-methyl-12-(4,4,5,5-tetramethyl-1,3,2-dioxaborolan-2-yl)-6,7-dihydro-7,14-methanobenzo[c]pyrido[1',2':1,5]pyrazolo[4,3-f]azocin-5(14H)-one FC(OC1=CC=CC=2C(N([C@H]3C=4C([C@@H](C21)C3)=C3N(N4)C=CC(=C3)B3OC(C(O3)(C)C)(C)C)C)=O)F